CC(C)N1N=C(C=C1)CN (1-propan-2-ylpyrazol-3-yl)methanamine